C(#N)C=1N=C(N(C1)COCC[Si](C)(C)C)C(=O)NC=1C(=NC(=CC1)N1CC2CCCC(C1)N2)C2=CCC(CC2)(C)C 4-cyano-N-[6-(3,9-diazabicyclo[3.3.1]nonan-3-yl)-2-(4,4-dimethylcyclohexen-1-yl)-3-pyridyl]-1-(2-trimethylsilylethoxymethyl)imidazole-2-carboxamide